dodecaneamine acetate C(C)(=O)O.C(CCCCCCCCCCC)N